ClC1=CC=C(C=C1)C1=C(NC2=C(C=CC=C12)CCOC1=CC=CC=C1)C(=O)O 3-(4-chlorophenyl)-7-(2-phenoxyethyl)-1H-indole-2-carboxylic acid